3-(bromoacetyl)-4-fluorobenzonitrile BrCC(=O)C=1C=C(C#N)C=CC1F